BrC=1N=C(SC1)C=1N=NN(C1)[C@@H]1[C@H]([C@@H](SC2=CC(=C(C=C2)Cl)Cl)O[C@@H]([C@@H]1O)CO)O 3,4-dichlorophenyl 3-deoxy-3-[4-(4-bromo-thiazol-2-yl)-1H-1,2,3-triazol-1-yl]-1-thio-alpha-D-galactopyranoside